2-({5-[3-amino-4-(difluoromethyl)-2,6-dioxo-3,6-dihydropyrimidin-1(2H)-yl]-2-bromo-4-fluorobenzoyl}oxy)-2-methylpropanoic acid NN1C(N(C(C=C1C(F)F)=O)C=1C(=CC(=C(C(=O)OC(C(=O)O)(C)C)C1)Br)F)=O